C(#N)C(C)(C)C=1C=C(C(=NC1)NCC=1C(=CC(=NC1)C(F)(F)F)C(=O)O)S(=O)(=O)CC 5-[[[5-(1-cyano-1-methyl-ethyl)-3-ethylsulfonyl-2-pyridinyl]amino]methyl]-2-(trifluoromethyl)pyridine-4-carboxylic acid